tert-Butyl (2S,5R)-2-(hydroxymethyl)-5-methylmorpholine-4-carboxylate OC[C@@H]1CN([C@@H](CO1)C)C(=O)OC(C)(C)C